tert-butyl (7-cyanoimidazo[2,1-f][1,2,4]triazin-4-yl)carbamate C(#N)C1=CN=C2C(=NC=NN21)NC(OC(C)(C)C)=O